ClC=1C=C(COC2=CC=C(C=C2)[C@H]2COC3=C(O2)C=CC(=C3)C[C@@H](C(=O)O)N[C@@H](CC)C3=CC=CC=C3)C=CC1Cl (S)-3-((S)-2-(4-((3,4-dichlorobenzyl)oxy)phenyl)-2,3-dihydrobenzo[b][1,4]dioxin-6-yl)-2-(((S)-1-phenylpropyl)amino)propanoic acid